N1N=CN=C1C1=CC=C(C=N1)N1N=NC=2C1=NC=C(C2)C(=O)N2CCC(CC2)(F)F (3-(6-(1H-1,2,4-triazol-5-yl)pyridin-3-yl)-3H-[1,2,3]triazolo[4,5-b]pyridin-6-yl)(4,4-difluoropiperidin-1-yl)methanone